FC(C1=NN=C(O1)C1=CC=2N(C=C1)C=C(N2)CN(S(=O)(=O)N2CCN(CC2)C(=O)C2COC2)C2=CC=CC=C2)F N-((7-(5-(difluoromethyl)-1,3,4-oxadiazol-2-yl)imidazo[1,2-a]pyridin-2-yl)methyl)-4-(oxetane-3-carbonyl)-N-phenylpiperazine-1-sulfonamide